C(C)OC(C1=C(C(=C(C=C1OCC1=CC=CC=C1)OCC1=CC=CC=C1)C)C)=O.NC[C@H](CC1=CC2=CC(N=C2C=C1)=O)N(C)C (S)-5-(3-amino-2-(dimethylamino)propyl)indol-2-one ethyl-4,6-bis(benzyloxy)-2,3-dimethylbenzoate